(R)-N-(1-cyanopyrrolidin-3-yl)-N-methyl-5-(1-methyl-1H-pyrazol-4-yl)-1H-pyrrolo[2,3-c]pyridine-2-carboxamide C(#N)N1C[C@@H](CC1)N(C(=O)C1=CC=2C(=CN=C(C2)C=2C=NN(C2)C)N1)C